2-(4,7-dimethoxy-2,3-dihydro-1H-inden-5-yl)ethylamine COC1=C2CCCC2=C(C=C1CCN)OC